tert-butyl 2-[[3-chloro-N-[[2-(2,6-dioxo-3-piperidyl)-1-oxo-isoindolin-5-yl]methylcarbamoyl]-4-methoxy-anilino]methyl]prop-2-enoate ClC=1C=C(N(C(NCC=2C=C3CN(C(C3=CC2)=O)C2C(NC(CC2)=O)=O)=O)CC(C(=O)OC(C)(C)C)=C)C=CC1OC